3-(3-hydroxyphenyl)-6-methoxy-2-methyl-quinazolin-4(3H)-one OC=1C=C(C=CC1)N1C(=NC2=CC=C(C=C2C1=O)OC)C